FCC(CF)=O 1,3-difluoropropane-2-one